BrC=1C=CC(=NC1)N1C2(CC2)CCCC1=O 4-(5-bromopyridin-2-yl)-4-azaspiro[2.5]octan-5-one